5-(((Trans-3-(3-cyclopropyl-4-methyl-1H-pyrazolo[3,4-b]pyridin-1-yl)cyclobutyl)methyl)amino)-2-(2,6-dioxopiperidin-3-yl)isoindoline-1,3-dione C1(CC1)C1=NN(C2=NC=CC(=C21)C)[C@@H]2C[C@H](C2)CNC=2C=C1C(N(C(C1=CC2)=O)C2C(NC(CC2)=O)=O)=O